CN1C(C(NC(C1)=O)C1=CC2=CC=CC=C2C=C1)C(=O)[O-] 1-methyl-3-(2-naphthyl)-5-oxo-2-piperazinecarboxylate